5-(3,5-difluorophenyl)-3-((pyridin-2-ylmethyl)amino)-4H-benzo[e][1,2,4]thiadiazine 1,1-dioxide FC=1C=C(C=C(C1)F)C1=CC=CC2=C1NC(=NS2(=O)=O)NCC2=NC=CC=C2